FC(S(=O)(=O)OC1=CC=C2C=3C=CN=C(C3NC2=C1)C)(F)F O-Trifluoromethanesulfonyl-1-methyl-9H-b-carbolin-7-ol